N1(CCNCC1)C(=O)C1=CC=C(C=C1)C=1C=NC=C(C(=O)NC2=CC=C(C=C2)C(C)(C)C)C1 5-(4-(piperazine-1-carbonyl)phenyl)-N-(4-tert-butylphenyl)nicotinamide